(tert-butoxycarbonyl)glycylglycinyl-L-phenylalanyl-glycine Methyl-3-(N-(2-((4-((4-(3,5-dichlorophenyl)piperazin-1-yl)sulfonyl)phenyl)carbamoyl)phenyl)-N-methylsulfamoyl)propanoate CC(C(=O)O)CS(N(C)C1=C(C=CC=C1)C(NC1=CC=C(C=C1)S(=O)(=O)N1CCN(CC1)C1=CC(=CC(=C1)Cl)Cl)=O)(=O)=O.C(C)(C)(C)OC(=O)NCC(=O)NCC(=O)N[C@@H](CC1=CC=CC=C1)C(=O)NCC(=O)O